C(C)(=O)N1CCC2(CCN(CC2)C2=CC=C(C=N2)C2=NN(C3=CC=C(C=C23)O[C@H](C)C2=C3C(=NC=C2)N(C=C3)C(=O)OC(C)(C)C)C3OCCCC3)CC1 tert-butyl 4-((1R)-1-((3-(6-(9-acetyl-3,9-diazaspiro[5.5]undecan-3-yl) pyridin-3-yl)-1-(tetrahydro-2H-pyran-2-yl)-1H-indazol-5-yl) oxy) ethyl)-1H-pyrrolo[2,3-b]pyridine-1-carboxylate